3-thiocyano-5,5-dimethyl-4,5-dihydroisoxazole S(C#N)C1=NOC(C1)(C)C